N-(Isochroman-6-yl)-3-((6-(3-methylisoxazol-4-yl)-1-oxoisoquinolin-2(1H)-yl)methyl)benzamide C1OCCC2=CC(=CC=C12)NC(C1=CC(=CC=C1)CN1C(C2=CC=C(C=C2C=C1)C=1C(=NOC1)C)=O)=O